(2-methylbenzene) phosphate P(=O)(O)(O)O.CC1=CC=CC=C1